OC[C@]1(C[C@H](CC1)NS(=O)(=O)C)C(=O)OC methyl (1s,3s)-1-(hydroxymethyl)-3-(methylsulfonamido)cyclopentane-1-carboxylate